C(C)(C)(C)[Mg]Br tert-butylmagnesium bromide